O1C(CCCC1)N1N=CC(=C1)C=1C=CC(=NC1)C(=O)O 5-(1-(tetrahydro-2H-pyran-2-yl)-1H-pyrazol-4-yl)picolinic acid